[2-({4-[4-(3-bromo-4-fluorophenyl)-5-oxo-4,5-dihydro-1,2,4-oxadiazol-3-yl]-1,2,5-oxadiazol-3-yl}amino)ethyl]sulfonamide BrC=1C=C(C=CC1F)N1C(=NOC1=O)C=1C(=NON1)NCCS(=O)(=O)N